N-Bocazetidinone C(=O)(OC(C)(C)C)N1C(CC1)=O